4-{2-[4,6-bis(trifluoromethyl)-1,3,5-triazin-2-yl]-6-chloro-2,3,4,9-tetrahydro-1H-pyrido[3,4-b]indol-1-yl}butan-1-ol FC(C1=NC(=NC(=N1)C(F)(F)F)N1C(C=2NC3=CC=C(C=C3C2CC1)Cl)CCCCO)(F)F